3-[2-(1-cyclopropyl-6-fluoro-1,3-benzodiazol-5-yl)ethynyl]-1-[(3S,5R)-5-(2-hydroxypropan-2-yl)-1-(prop-2-enoyl)pyrrolidin-3-yl]-5-(methylamino)pyrazole-4-carboxamide C1(CC1)N1C=NC2=C1C=C(C(=C2)C#CC2=NN(C(=C2C(=O)N)NC)[C@@H]2CN([C@H](C2)C(C)(C)O)C(C=C)=O)F